C12C(C3CC(CC(C1)C3)C2)OCOC(=O)C2C3C=CC(C2)C3 5-(2-adamantyloxymethyloxycarbonyl)-bicyclo[2.2.1]Hept-2-ene